(3-hydroxyphenyl)-2-methoxyquinoline OC=1C=C(C=CC1)C=1C(=NC2=CC=CC=C2C1)OC